Cl.BrC1=CC(=CC(=N1)NC(=O)[C@H]1NC[C@@H](C1)F)C (2S,4R)-N-(6-bromo-4-methylpyridin-2-yl)-4-fluoropyrrolidine-2-carboxamide hydrochloride